C1(=CC=CC=C1)[Al](C1=CC=CC=C1)C1=CC=CC=C1.[Al] aluminum triphenylaluminum